5-(3-methylpentadecan-3-yl)oxazol-2(3H)-one CC(CC)(CCCCCCCCCCCC)C1=CNC(O1)=O